C(C)(=O)NC=1C=C(C=CC1)C=1C=CC2=C(C=3CN(C(C3C=C2)=O)CC(C(=O)N)=C)C1 2-{[8-(3-acetamidophenyl)-3-oxo-1H,2H,3H-benzo[e]isoindol-2-yl]methyl}prop-2-enamide